tert-butyl 2-[4-[(1-cyclopentyl-3-methyl-2-oxo-4H-pyrimido[4,5-d]pyrimidin-7-yl)amino]-3-methyl-phenyl]sulfonyl-7-azaspiro[3.5]nonane-7-carboxylate C1(CCCC1)N1C(N(CC=2C1=NC(=NC2)NC2=C(C=C(C=C2)S(=O)(=O)C2CC1(C2)CCN(CC1)C(=O)OC(C)(C)C)C)C)=O